BrC1=C(C=C(C(=C1)F)F)[Si](C)(C)C (2-Bromo-4,5-difluorophenyl)trimethylsilane